COC1=C(C=C2C(=NC=NC2=C1)C=1C(=NN(C1)C)C1=CC=CC=C1)NC(=O)[C@@H]1[C@@H](C1)C (1S,2R)-N-(7-methoxy-4-(1-methyl-3-phenyl-1H-pyrazol-4-yl)quinazolin-6-yl)-2-methylcyclopropane-1-carboxamide